Methyl 3-(2-methoxyphenyl)-4,5-dihydro-1H-benzo[g]indole-2-carboxylate COC1=C(C=CC=C1)C1=C(NC=2C3=C(CCC12)C=CC=C3)C(=O)OC